C(CCCC)C(CO)CCCC 2-pentylhexanol